C(CC(=O)C)(=O)OC(C)C i-propyl acetoacetate